C(#N)C(C(=O)OC1CCCCC1)C1=NC2=CC=CC=C2N=C1N1CCN(CC1)CC cyclohexyl 2-cyano-2-(3-(4-ethylpiperazin-1-yl) quinoxalin-2-yl)acetate